N[C@H](C)C1=NC(=CC2=C1CN(C2=O)C2=NC(=CC=C2)C2=NN=CN2CCC)N(C)C 4-[(1R)-1-aminoethyl]-6-(dimethyl-amino)-2-[6-(4-propyl-4H-1,2,4-triazol-3-yl)pyridin-2-yl]-2,3-dihydro-1H-pyrrolo[3,4-c]pyridin-1-one